CC=1N=C2N(C=C(C=C2)N)C1C=1C=C2C(=CN1)NC=C2 methyl-3-(1H-pyrrolo[2,3-c]pyridin-5-yl)imidazo[1,2-a]pyridin-6-amine